C(C(=O)[O-])(=O)[O-].[NH4+].[Fe+] iron ammonium oxalate salt